3-(4-{2-[(1S)-6-(4-nitrobenzoyl)-6-azaspiro[2.5]octan-1-yl]ethynyl}-1-oxo-3H-isoindol-2-yl)piperidine-2,6-dione [N+](=O)([O-])C1=CC=C(C(=O)N2CCC3(C[C@@H]3C#CC3=C4CN(C(C4=CC=C3)=O)C3C(NC(CC3)=O)=O)CC2)C=C1